1-(pyridin-4-yl)prop-2-en-1-one N1=CC=C(C=C1)C(C=C)=O